C(=O)(O)C(COCC1=CC=CC=C1)N(CCN(CCN(CC(=O)[O-])CC(=O)O)CC(=O)O)CC(=O)O 4-carboxy-5,8,11-tris(carboxymethyl)-1-phenyl-2-oxa-5,8,11-triazatridecan-13-oate